CN(C)C(C(=O)O)=C N,N-dimethylaminoacrylic acid